C(C)(C)(C)OC(=O)N1C[C@H](CC1)[C@@H](C(=O)O)CC1=CC(=CC=C1)C1=CC=CC=C1 (2S)-2-[(3R)-1-tert-Butoxycarbonylpyrrolidin-3-yl]-3-(3-phenylphenyl)propanoic acid